pentafluorophenyl acrylate (pentafluorophenyl acrylate) FC1=C(C(=C(C(=C1C(C(=O)O)=C)F)F)F)F.C(C=C)(=O)OC1=C(C(=C(C(=C1F)F)F)F)F